FC1=C(OCCSCC2=CNC(O2)=O)C=CC=C1F 5-[(2,3-difluorophenoxyethylsulfanyl)methyl]oxazol-2(3H)-one